1-(2-hydroxy-1-cyclohex-2-enyl)ethanethione OC=1C(CCCC1)C(C)=S